(E)-N-((2-(2,6-dioxopiperidin-3-yl)-1-oxoisoindolin-5-yl)methyl)-3-(4-fluorophenyl)-2-(hydroxyimino)propanamide O=C1NC(CCC1N1C(C2=CC=C(C=C2C1)CNC(/C(/CC1=CC=C(C=C1)F)=N/O)=O)=O)=O